BrC=1C(NC=C(C1)C1CC1)=N 3-bromo-5-cyclopropyl-2-iminopyridine